[2-[4-[4-[2-chloro-4-[[5-[4-(difluoromethoxy)-2,3-difluoro-phenyl]-1-methyl-imidazole-2-carbonyl]amino]benzoyl]piperazine-1-carbonyl]-1-piperidyl]-2-oxo-ethyl]-trimethyl-ammonium ClC1=C(C(=O)N2CCN(CC2)C(=O)C2CCN(CC2)C(C[N+](C)(C)C)=O)C=CC(=C1)NC(=O)C=1N(C(=CN1)C1=C(C(=C(C=C1)OC(F)F)F)F)C